3-isopropyl-7-methoxy-5-phenyl-1,3-dihydro-2H-benzo[e][1,4]diazepiN-2-one C(C)(C)C1N=C(C2=C(NC1=O)C=CC(=C2)OC)C2=CC=CC=C2